C(#N)[C@H](C[C@@H]1C(NCCC1)=O)NC(=O)[C@@H]1N(C[C@H]2[C@@H]1CC(C2)(F)F)C(=O)C2(C1=CC=CC=C1C=1C=CC=CC21)O (1R,3aR,6aS)-N-((S)-1-cyano-2-((R)-2-oxopiperidin-3-yl)ethyl)-5,5-difluoro-2-(9-hydroxy-9H-fluorene-9-carbonyl)octahydrocyclopenta[c]pyrrole-1-carboxamide